FC(N1N=CC=2C=NC(=CC21)C(=O)[O-])(F)F.[Na+] sodium 1-(trifluoromethyl)-1H-pyrazolo[4,3-c]pyridine-6-carboxylate